(Z)-N'-(2,5-difluorophenyl)-4-(1,4,4,4-tetrafluoro-3-(3,4,5-trichlorophenyl)but-1-en-1-yl)-2-(trifluoromethyl)benzoyl-hydrazine FC1=C(C=C(C=C1)F)NNC(C1=C(C=C(C=C1)/C(=C/C(C(F)(F)F)C1=CC(=C(C(=C1)Cl)Cl)Cl)/F)C(F)(F)F)=O